N4-(2-(bis(methyl-d3)amino)pyridin-3-yl)-5-bromo-N-(2-methoxy-5-methyl-4-(4-methylpiperazin-1-yl)phenyl)pyrimidine-2,4-diamine C([2H])([2H])([2H])N(C1=NC=CC=C1NC1=NC(=NC=C1Br)NC1=C(C=C(C(=C1)C)N1CCN(CC1)C)OC)C([2H])([2H])[2H]